CN1C(CCC1)COC1=CC=C(C=C1)B1OC(C(O1)(C)C)(C)C 1-methyl-2-[[4-(4,4,5,5-tetramethyl-1,3,2-dioxaborolan-2-yl)phenoxy]methyl]pyrrolidine